2-(benzothiophen-5-yl)-4,4,5,5-tetramethyl-1,3,2-dioxaborolane S1C=CC2=C1C=CC(=C2)B2OC(C(O2)(C)C)(C)C